BrC1=CC=C(C=C1)C1=NN(C(=C1I)C(=O)OCC)C1CC(CC1)O Ethyl 3-(4-bromophenyl)-1-(3-hydroxycyclopentanyl)-4-iodo-1H-pyrazole-5-carboxylate